N-(3-chloro-5-(methylsulfonamido)phenyl)-4-(5-(3-fluorooxetan-3-yl)pyrimidin-2-yl)-5-methylthiophene-2-carboxamide ClC=1C=C(C=C(C1)NS(=O)(=O)C)NC(=O)C=1SC(=C(C1)C1=NC=C(C=N1)C1(COC1)F)C